NC1(CCN(CC1)C1=NC(=C2C(=N1)NN=C2C2=C(C1=C(N(N=C1C=C2)C)Cl)Cl)C#N)C(C2=CC=CC=C2)F 6-(4-amino-4-(fluoro(phenyl)methyl)piperidine-1-yl)-3-(3,4-dichloro-2-methyl-2H-indazol-5-yl)-1H-pyrazolo[3,4-d]pyrimidine-4-carbonitrile